ClC1=C(C(=O)C2C(CCCC2=O)=O)C=CC=C1O 2-(2-chloro-3-hydroxy-benzoyl)cyclohexane-1,3-dione